CC1=C(OC=2C=C(C=NS(=O)C(C)(C)C)C=CC2)C(=CC=C1)C N-(3-(2,6-dimethylphenoxy)benzylidene)-2-methylpropane-2-sulfinamide